1-(4-(6-chloro-8-cyclobutoxy-7-(5-methyl-1H-indazol-4-yl)-2-((1-methylpiperidin-4-yl)oxy)quinazolin-4-yl)piperazin-1-yl)prop-2-en-1-one ClC=1C=C2C(=NC(=NC2=C(C1C1=C2C=NNC2=CC=C1C)OC1CCC1)OC1CCN(CC1)C)N1CCN(CC1)C(C=C)=O